Ethyl (4aS,6S)-6-((2,4-dimethoxybenzyl)amino)-1-(4-fluorophenyl)-1,4,5,6,7,8-hexahydro-4aH-benzo[f]indazole-4a-carboxylate COC1=C(CN[C@H]2CCC=3[C@](CC=4C=NN(C4C3)C3=CC=C(C=C3)F)(C2)C(=O)OCC)C=CC(=C1)OC